C[C@]12CC3(CC(C[C@@](C1)(C3)C)C2)NC(NC2=C(C=C(C(=O)N3CCC(CC3)C(=O)NCCO)C=C2)F)=O 1-(4-(3-((1r,3r,5S,7r)-3,5-dimethyladamantan-1-yl)ureido)-3-fluorobenzoyl)-N-(2-hydroxyethyl)piperidine-4-carboxamide